CN1CCN(CC1)C=1C=CC=2N(C1)C(=CN2)C(=O)N2CC1=C(CC2)C(=CS1)C(=O)NC=1C=NC=C(C1)C(F)(F)F 6-[6-(4-methylpiperazin-1-yl)imidazo[1,2-a]pyridine-3-carbonyl]-N-[5-(trifluoromethyl)-3-pyridyl]-5,7-dihydro-4H-thieno[2,3-c]pyridine-3-carboxamide